2-(6-methoxynicotinamido)benzo[d]thiazole-6-carboxylic acid COC1=NC=C(C(=O)NC=2SC3=C(N2)C=CC(=C3)C(=O)O)C=C1